C(CCCCCC)OC(C)(OCCCCCCC)C=1CN(C=CC1)CCCS(=O)(=O)[O-] 3-[3-(1,1-Bisheptyloxyethyl)pyridin-1-yl]propan-1-sulfonat